tert-butyl 3-(2-((S)-1-(4-fluorophenyl)-1,2,3,4-tetrahydroisoquinoline-2-carbothioamido)-1-hydroxyethyl)pyrrolidine-1-carboxylate FC1=CC=C(C=C1)[C@@H]1N(CCC2=CC=CC=C12)C(NCC(O)C1CN(CC1)C(=O)OC(C)(C)C)=S